FC=1C=C(C(=O)NCC2CCC(CC2)C2=NC(=NO2)C=2N=NC(=CC2)C)C=C(C1O)F 3,5-difluoro-4-hydroxy-N-({(1r,4r)-4-[3-(6-methyl-pyridazin-3-yl)-1,2,4-oxadiazol-5-yl]cyclohexyl}methyl)benzamide